(S)-1-(4-fluorophenyl)-1-(2-(4-(6-(1-(oxetan-3-ylmethyl)-1H-pyrazol-4-yl)pyrrolo[2,1-f][1,2,4]triazin-4-yl)piperazin-1-yl)pyrimidin-5-yl)ethan-1-amine FC1=CC=C(C=C1)[C@](C)(N)C=1C=NC(=NC1)N1CCN(CC1)C1=NC=NN2C1=CC(=C2)C=2C=NN(C2)CC2COC2